2-bromodibenzo[b,e][1,4]dioxine BrC1=CC2=C(OC3=C(O2)C=CC=C3)C=C1